di-n-butyl adipate C(CCCCC(=O)OCCCC)(=O)OCCCC